4-((4-(tert-butylcarbamoyl)-3-fluorophenyl)amino)-1-(2-chloro-6-fluorophenyl)-1H-pyrazole-3-carboxamide C(C)(C)(C)NC(=O)C1=C(C=C(C=C1)NC=1C(=NN(C1)C1=C(C=CC=C1F)Cl)C(=O)N)F